O1CCC2=C1C=C(C=C2)S(=O)(=O)NC=2C(=C(C(=CC2)F)C2=CC=C1C(=NN(C1=C2F)COCC[Si](C)(C)C)C(=O)NC)F 6-[3-(2,3-Dihydro-1-benzofuran-6-sulfonamido)-2,6-difluorophenyl]-7-fluoro-N-methyl-1-[[2-(trimethylsilyl)ethoxy]methyl]indazole-3-carboxamide